COC(C1=CC(=C(C=C1)C)S(=O)(=O)Cl)=O 3-(chlorosulfonyl)-4-methylbenzoic acid methyl ester